1-(4-bromopyridin-2-yl)piperazine BrC1=CC(=NC=C1)N1CCNCC1